P(=O)([O-])([O-])[O-].[Na+].C(C)OC(CCC[SiH3])(OCC)OCC.[Na+].[Na+] triethoxyn-butyl-silane sodium phosphate